5-((5-chloropyridin-3-yl)methylthiazol-2-yl)-1-methyl-6-oxo-1,4,5,6-tetrahydropyridazine-3-carboxamide sec-octyl-α-cyanoacrylate C(C)(CCCCCC)OC(C(=C)C#N)=O.ClC=1C=C(C=NC1)CC=1N=C(SC1)C1CC(=NN(C1=O)C)C(=O)N